ClC1=C(C2=C(NC(O[C@]23CN(CC3)C3=NC=CC(=N3)C(=O)NCC3=CC=C(C=C3)CN3N=CC(=C3)C)=O)C=C1)F (S)-2-(6-Chloro-5-fluoro-2-oxo-1,2-dihydrospiro[benzo[d][1,3]oxazine-4,3'-pyrrolidin]-1'-yl)-N-(4-((4-methyl-1H-pyrazol-1-yl)methyl)benzyl)pyrimidine-4-carboxamide